C1(=CC=CC=C1)OC(NC1=NC=C(C=C1F)N1[C@@H](CCC1)C)=O (R)-phenyl(3-fluoro-5-(2-methylpyrrolidin-1-yl)pyridin-2-yl)carbamate